(6-Bromo-7-methylimidazo[1,2-a]pyrimidin-2-yl)[(3R,3'R)-3'-hydroxy-1,4-dihydro-1'H,2H-spiro-[isochinolin-3,4'-piperidin]-1'-yl]methanon BrC=1C(=NC=2N(C1)C=C(N2)C(=O)N2C[C@H]([C@@]1(CC2)NCC2=CC=CC=C2C1)O)C